N-(tri(hydroxymethyl)methyl)glycine OCC(NCC(=O)O)(CO)CO